N[C@@H](CC(=O)O)C(C)C (S)-3-amino-4-methylpentanoic acid